OC1(CN(C1)C(=O)OC(C)(C)C)COC=1C=C2C(N(CC2=C(C1)C)C1CCC(CC1)C(NC1=CC(=C(C=C1)C)OC)=O)=O tert-Butyl 3-hydroxy-3-(((2-((1s,4s)-4-((3-methoxy-4-methylphenyl)carbamoyl)cyclohexyl)-7-methyl-3-oxoisoindolin-5-yl)oxy)methyl)azetidine-1-carboxylate